NC1=CC(=CC=C1)C meta-Toluidin